tert-butyl (2S)-2-(cyanomethyl)-4-(4-(2-methylpyridin-3-yl)-7-(naphthalen-1-yl)-6-oxo-8-(trifluoromethyl)-6,7-dihydro-1H-imidazo[4,5-c][1,7]naphthyridin-1-yl)piperidine-1-carboxylate C(#N)C[C@H]1N(CCC(C1)N1C=NC=2C(=NC=3C(N(C(=CC3C21)C(F)(F)F)C2=CC=CC1=CC=CC=C21)=O)C=2C(=NC=CC2)C)C(=O)OC(C)(C)C